FC=1C(=NC(=NC1)N[C@H]1CN(CCC1)C(=O)OC(C)(C)C)C=1C=NN2C1N=C(C(=C2)OC)C(C)(C)O tert-butyl (R)-3-((5-fluoro-4-(5-(2-hydroxypropan-2-yl)-6-methoxypyrazolo[1,5-a]pyrimidin-3-yl)pyrimidin-2-yl)amino)piperidine-1-carboxylate